CC1=NC(=CC(=N1)C1=NC2=CC=CC=C2C(N1)=O)C(C)C [2-methyl-6-(propan-2-yl)pyrimidin-4-yl]-4-oxo-3,4-dihydroquinazolin